L-4-methoxyphenethyl-magnesium bromide COC1=CC=C(CC[Mg]Br)C=C1